3-(3'-chloro-[1,1'-biphenyl]-3-yl)-2,4-diphenyldibenzo[b,d]furan ClC=1C=C(C=CC1)C1=CC(=CC=C1)C=1C(=CC2=C(OC3=C2C=CC=C3)C1C1=CC=CC=C1)C1=CC=CC=C1